N-((1H-indazol-6-yl)methyl)-N-(3-methoxybenzyl)-4-(morpholinomethyl)aniline N1N=CC2=CC=C(C=C12)CN(C1=CC=C(C=C1)CN1CCOCC1)CC1=CC(=CC=C1)OC